4-((4-bromophenyl)amino)-2-methyl-5-nitrobenzofuran-7-carboxamide BrC1=CC=C(C=C1)NC1=C(C=C(C2=C1C=C(O2)C)C(=O)N)[N+](=O)[O-]